C1(=CC=CC=C1)C1C(=O)OCCC1 phenyl-δ-valerolactone